3-hydroxy-N-(4-chlorophenyl)-2-naphthoamide OC=1C(=CC2=CC=CC=C2C1)C(=O)NC1=CC=C(C=C1)Cl